C1=C(C=CC2=CC=CC=C12)CCC(CNS(=O)(=O)C1=CC=C(C=C1)C)(C)C N-[4-(2-naphthyl)-2,2-dimethylbutyl]-4-methylbenzenesulfonamide